(2,5-dihydro-2,5-dioxo-1H-pyrrol-1-yl)ethanecarboxamide O=C1N(C(C=C1)=O)C(C)C(=O)N